(5R,6S)-5-Hydroxy-6-((S)-5H-imidazo[5,1-a]isoindol-5-yl)-N,N-dimethyl-5,6,7,8-tetrahydronaphthalen-2-carboxamid O[C@H]1C=2C=CC(=CC2CC[C@H]1[C@@H]1N2C(C3=CC=CC=C13)=CN=C2)C(=O)N(C)C